1-(tert-Butyl)-5-methyl-3-(3-isopropylphenyl)-pyrazole-4-ol C(C)(C)(C)N1N=C(C(=C1C)O)C1=CC(=CC=C1)C(C)C